IC1=C(C(=CC(=C1)C=C)I)I 1,2,3-triiodo-5-vinylbenzene